ClC=1C=CN2NC(NC(C21)=O)=O 5-chloro-1H,3H-pyrrolo[2,1-f][1,2,4]triazine-2,4-dione